ClC1=CC=C(CN2C(=NC=3N(C(N(C(C23)=O)CCCO)=O)C)C2C(C2)C2CCCC2)C=C1 7-(4-chlorobenzyl)-8-(2-cyclopentylcyclopropyl)-1-(3-hydroxypropyl)-3-methyl-3,7-dihydro-1H-purine-2,6-dione